(2-(2H-1,2,3-triazol-2-yl)phenyl)((1S,4S,6R)-6-((5-(trifluoromethyl)pyridin-2-yl)amino)-2-azabicyclo[2.2.1]heptan-2-yl)methanone N=1N(N=CC1)C1=C(C=CC=C1)C(=O)N1[C@@H]2[C@@H](C[C@H](C1)C2)NC2=NC=C(C=C2)C(F)(F)F